COC1=CC2=C(N=C(S2)C2=C3N=CC(=NC3=CC(=C2)C)CN(C)C)C(=C1)C 1-(5-(6-methoxy-4-methylbenzo[d]thiazol-2-yl)-7-methylquinoxalin-2-yl)-N,N-dimethylmethylamine